CN1[C@H](C(N2C3=C(N=C(N=C13)NCC=1C=NC(=CC1)OC(F)(F)F)CCC2)=O)C (S)-4,5-dimethyl-2-(((6-(trifluoromethoxy)pyridin-3-yl)methyl)amino)-4,5,9,10-tetrahydro-6H,8H-pyrido[3,2,1-de]pteridin-6-one